iron tetracarboxyl-porphyrin C(=O)(O)C1=C2C=CC(C(=C3C=CC(=C(C=4C=CC(=C(C5=CC=C1N5)C(=O)O)N4)C(=O)O)N3)C(=O)O)=N2.[Fe]